tert-butyl 4-(2-methyl-6-(methylcarbamoyl)pyridin-3-yl)piperidine-1-carboxylate CC1=NC(=CC=C1C1CCN(CC1)C(=O)OC(C)(C)C)C(NC)=O